1-(3-chloro-2-fluorophenyl)ethan-1-ol ClC=1C(=C(C=CC1)C(C)O)F